C(C1=CC=CC=C1)NC(C(CO)C1=CC=CC=C1)=O N-benzyl-tropamide